1-(4-fluoro-2-methylphenyl)-3-(2-oxo-1,2-dihydropyridin-4-yl)-7-(trifluoromethyl)-2,3-dihydroquinazolin-4(1H)-one FC1=CC(=C(C=C1)N1CN(C(C2=CC=C(C=C12)C(F)(F)F)=O)C1=CC(NC=C1)=O)C